8-bromo-4-((5-(4-((tert-butyldimethylsilyl)oxy)piperidin-1-yl)pyridin-2-yl)amino)-2-(2,6-difluorophenyl)-6-(4-methoxybenzyl)-1,6-naphthyridin-5(6H)-one BrC1=CN(C(C=2C(=CC(=NC12)C1=C(C=CC=C1F)F)NC1=NC=C(C=C1)N1CCC(CC1)O[Si](C)(C)C(C)(C)C)=O)CC1=CC=C(C=C1)OC